[(4S)-2-Oxooxazolidin-4-yl]methyl 3-[4-(4-fluorophenoxy) phenyl]azetidine-1-carboxylate FC1=CC=C(OC2=CC=C(C=C2)C2CN(C2)C(=O)OC[C@H]2NC(OC2)=O)C=C1